3-amino-N-(2,4-dimethoxybenzyl)propionamide hydrochloride Cl.NCCC(=O)NCC1=C(C=C(C=C1)OC)OC